C(C)OC(=O)C1CC(C1)=NNC(=O)OC Methyl 2-(3-(ethoxycarbonyl)cyclobutylidene)hydrazinecarboxylate